C1(CC1)[C@H]([C@@H](C)[C@H]1[C@@H]2[C@H]([C@@H]3[C@@]1(CC[C@@H]1[C@H]4CC[C@](C[C@H]4CC[C@@H]31)(O)C(F)(F)F)C)C2)O (2R,4aS,4bR,6aS,7R,7aS,8aR,8bR,8cR,10aR)-7-((1R,2S)-1-cyclopropyl-1-hydroxypropan-2-yl)-6a-methyl-2-(trifluoromethyl)octadecahydrocyclopropa[4,5]cyclopenta[1,2-a]phenanthren-2-ol